((3-((3-amino-5-chloropyrazin-2-yl)thio)-2-chlorophenyl)imino)dimethyl-lambda6-Thioketone NC=1C(=NC=C(N1)Cl)SC=1C(=C(C=CC1)N=S(C)(C)=C=O)Cl